FC1=CC=CC2=C1NC(=N2)C2=CC(=NN2CC2=CC=C(C=C2)OC)NC(=O)C=2C=NC(=CC2)N2CCOCC2 N-[5-(7-fluoro-1H-benzimidazol-2-yl)-1-[(4-methoxyphenyl)methyl]-pyrazol-3-yl]-6-morpholino-pyridine-3-carboxamide